C(#N)[C@H](C[C@H]1C(NCC1)=O)NC(=O)[C@H]1N([C@H]2CC([C@@H]1CC2)(F)F)C(C(F)(F)C2=CC(=CC(=C2)Cl)Cl)=O (1R,3S,4R)-N-[(1S)-1-cyano-2-[(3S)-2-oxopyrrolidin-3-yl]ethyl]-2-[2-(3,5-dichlorophenyl)-2,2-difluoro-acetyl]-5,5-difluoro-2-azabicyclo[2.2.2]octane-3-carboxamide